C(C1=CC=CC=C1)N1CC[C@@H](CCC1)C=1C=C2CN(C(C2=CC1)=O)C1C(NC(CC1)=O)=O 3-(5-((R)-1-benzyl-azepan-4-yl)-1-oxo-isoindolin-2-yl)piperidine-2,6-dione